4-{2-[2-(2-{[((benzyloxy)carbonyl)amino]ethoxy}ethoxy)ethyl]piperazin-1-yl}-3,6,9,12-tetraoxapentadecan-15-oic acid C(C1=CC=CC=C1)OC(=O)NCCOCCOCCC1N(CCNC1)C(OCC)COCCOCCOCCC(=O)O